C[Si](C#CC1=CC(=C(C(=C1)F)F)F)(C)C trimethyl-((3,4,5-trifluorophenyl)ethynyl)silane